[Si](C)(C)(C(C)(C)C)OCCS(=O)(=O)CC(CCCC(C(=O)OC(C)(C)C)(C)C1=NC(=CC=C1)C[C@H](C(=O)OC)C)(C)C tert-butyl 7-((2-((tert-butyldimethylsilyl)oxy)ethyl)sulfonyl)-2-(6-((R)-3-methoxy-2-methyl-3-oxopropyl)pyridin-2-yl)-2,6,6-trimethylheptanoate